(E)-biphenyl C1(=CC=CC=C1)C1=CC=CC=C1